BrC=1C(=C(C=CC1)C1=C(C(=O)N)C=CC(=C1)C)C (3-bromo-2-methylphenyl)-4-methylbenzamide